(4-(4-chlorophenyl)-2,3,9-trimethyl-6H-thieno[3,2-f][1,2,4]triazolo[4,3-a][1,4]diazepin-6-yl)-3-methyl-2-oxo-6,9,13,16,19-pentaoxa-3-azahenicosan-21-oate ClC1=CC=C(C=C1)C1=NC(C=2N(C3=C1C(=C(S3)C)C)C(=NN2)C)OC(COCCOCCOCCCOCCOCCN(C(C)=O)C)=O